potassium 2-iodo-3,4-dimethylbenzoate IC1=C(C(=O)[O-])C=CC(=C1C)C.[K+]